2-(((tert-butyldimethylsilyl)oxy)methyl)-9-methylthiazolo[3',2':1,5]pyrrolo[2,3-d]pyridazin-8(7H)-one [Si](C)(C)(C(C)(C)C)OCC1=CN2C(=C(C3=C2C=NNC3=O)C)S1